N1CC(C1)NC1=CC=C(N=N1)C=1C(=CC2=CC=CC=C2C1)O 3-[6-(azetidin-3-ylamino)-pyridazin-3-yl]-naphthalen-2-ol